1-(3,5-Dimethoxyphenyl)Hexane COC=1C=C(C=C(C1)OC)CCCCCC